(3aR,5s,6aS)-5-((5-cyano-1-(benzenesulfonyl)-1H-pyrrolo[2,3-b]pyridin-4-yl)amino)-N-(3-methoxy-1,2,4-thiadiazol-5-yl)hexahydrocyclopenta[c]pyrrole-2(1H)-carboxamide C(#N)C=1C(=C2C(=NC1)N(C=C2)S(=O)(=O)C2=CC=CC=C2)NC2C[C@@H]1[C@@H](CN(C1)C(=O)NC1=NC(=NS1)OC)C2